methyl ((benzyloxy) carbonyl)-L-seryl-D-alaninate C(C1=CC=CC=C1)OC(=O)N[C@@H](CO)C(=O)N[C@H](C)C(=O)OC